(1R,2S)-2-(2,2,2-trifluoroethyl)cyclopropanecarboxylic acid FC(C[C@H]1[C@@H](C1)C(=O)O)(F)F